lithium-nickel-cobalt-Manganese oxide [O-2].[Mn+2].[Co+2].[Ni+2].[Li+]